CC1=CC=C(C=C1)S(=O)(=O)OCCOCNC([C@@H](NC(OCC1C2=CC=CC=C2C=2C=CC=CC12)=O)C)=O (S)-1-(9H-fluoren-9-yl)-5-methyl-3,6-dioxo-2,9-dioxa-4,7-diazaundec-11-yl 4-methylbenzenesulfonate